NC1=C(C=C(C=N1)C1=NC(=CC=C1)C(=O)N1CCN(CC1)C)OC(C)C1=C(C(=CC=C1Cl)F)Cl {6'-amino-5'-[1-(2,6-dichloro-3-fluoro-phenyl)-ethoxy]-[2,3']bipyridinyl-6-yl}-(4-methyl-piperazin-1-yl)-methanone